O.O.P(=O)([O-])(O)O.[Na+] mono-sodium phosphate di-hydrate